((7R)-7-amino-2-azabicyclo[2.2.1]hept-2-yl)(2-(6-cyclopropyl-1-(cyclopropylmethyl)-1H-pyrrolo[2,3-b]pyridin-2-yl)-4-fluoro-3-methylpyrazolo[1,5-a]pyridin-6-yl)methanone N[C@H]1C2N(CC1CC2)C(=O)C=2C=C(C=1N(C2)N=C(C1C)C1=CC=2C(=NC(=CC2)C2CC2)N1CC1CC1)F